FC=1C(=CC(=NC1)OC)C1=CC(=NN1)C(=O)N1C2(CC2)C[C@H](CC1)C(=O)NC=1C=NN2C1C=CC(=C2)[C@H](C)O (s)-4-(5-(5-fluoro-2-methoxypyridin-4-yl)-1H-pyrazole-3-carbonyl)-N-(6-((S)-1-hydroxyethyl)pyrazolo[1,5-a]pyridin-3-yl)-4-azaspiro[2.5]octane-7-carboxamide